[Cl-].C(C1=CC=CC=C1)NC(C[N+]1(CCCCCC1)CC(=O)NC1=C(SC=C1C)C(N(C)CCO)=O)=O 1-(2-(benzylamino)-2-oxoethyl)-1-(2-((2-((2-hydroxyethyl)(methyl)carbamoyl)-4-methylthiophen-3-yl)amino)-2-oxoethyl)azepan-1-ium chloride